CN(C[C@H](C(=O)C1=CC(=CC=C1)OC)C)C (R)-3-(DIMETHYLAMINO)-1-(3-METHOXYPHENYL)-2-METHYLPROPAN-1-ONE